CC/C=C/C/C=C/CC=C=C/C=C/CCCCCCC(=O)O 8,11,14,17-eicosapentaenoic acid